(S)-2-methyl-5-(2-methyl-4-(3-(methylamino)-1-(thiophen-2-yl)propoxy)benzyl)-5,6,7,8-tetrahydro-4H-pyrazolo[1,5-a][1,4]diazepin-4-one CC1=NN2C(C(N(CCC2)CC2=C(C=C(C=C2)O[C@@H](CCNC)C=2SC=CC2)C)=O)=C1